N-(3-fluoro-4-((2-(1-methyl-1H-imidazol-4-yl)thieno[3,2-b]pyridin-7-yl)oxy)phenyl)-1-phenyl-5-(trifluoromethyl)-1H-pyrazole-4-carboxamide FC=1C=C(C=CC1OC1=C2C(=NC=C1)C=C(S2)C=2N=CN(C2)C)NC(=O)C=2C=NN(C2C(F)(F)F)C2=CC=CC=C2